2-(2-(piperazinyl)ethylthio)-4-(3-chloro-4-(pyridin-2-ylmethoxy)phenylamino)pyrazolo[1,5-a][1,3,5]triazine N1(CCNCC1)CCSC1=NC=2N(C(=N1)NC1=CC(=C(C=C1)OCC1=NC=CC=C1)Cl)N=CC2